CC1=C(C=C2C=CNC2=C1)C(=O)NC1(CC1)C1=CC=CC2=CC=CC=C12 6-Methyl-N-(1-(naphthalen-1-yl)cyclopropyl)-1H-indole-5-carboxamide